1-[7-(4-methoxyphenyl)-1,2,3,4-tetrahydroacridin-9-yl]pyrrolidin-3-amine hydrochloride Cl.COC1=CC=C(C=C1)C1=CC=C2N=C3CCCCC3=C(C2=C1)N1CC(CC1)N